(2R,3R,4S,5R)-2-{4-amino-5-bromo-7H-pyrrolo[2,3-d]pyrimidin-7-yl}-5-[(1E)-5-[({3-fluorobicyclo[1.1.1]pentan-1-yl}methyl)amino]pent-1-en-1-yl]oxolane-3,4-diol NC=1C2=C(N=CN1)N(C=C2Br)[C@@H]2O[C@@H]([C@H]([C@H]2O)O)\C=C\CCCNCC21CC(C2)(C1)F